6-bromo-4-methylindoline-2,3-dione BrC1=CC(=C2C(C(NC2=C1)=O)=O)C